(2S,3R,4R,5R)-5-((benzoyloxy) methyl)-3-methyltetrahydrofuran-2,3,4-triyl tribenzoate C(C1=CC=CC=C1)(=O)O[C@@H]1O[C@@H]([C@H]([C@@]1(C)OC(C1=CC=CC=C1)=O)OC(C1=CC=CC=C1)=O)COC(C1=CC=CC=C1)=O